O1C(CCCC1)OC(C(=O)N)CCC (tetrahydro-2H-pyran-2-yl)oxypentanamide